2-[(7S)-1-[2-[(1S)-1-(2,2-difluoro-1,3-benzodioxol-5-yl)ethoxy]-4-pyridinyl]-3-(trifluoromethyl)-4,5,6,7-tetrahydroindazol-7-yl]isoindoline-1,3-dione FC1(OC2=C(O1)C=CC(=C2)[C@H](C)OC2=NC=CC(=C2)N2N=C(C=1CCC[C@@H](C21)N2C(C1=CC=CC=C1C2=O)=O)C(F)(F)F)F